ClC1=CC=C(C=C1)[C@@H]([C@H]([C@@H]([C@H](C(=O)OCC)O)O)O)O ethyl (2R,3S,4R,5S)-5-(4-chlorophenyl)-2,3,4,5-tetrahydroxypentanoate